(R)-(4-(1-((tert-butoxycarbonyl)amino)ethyl)phenyl)boronic acid C(C)(C)(C)OC(=O)N[C@H](C)C1=CC=C(C=C1)B(O)O